COC1=CC=C(C=N1)C(C)=NO 1-(6-methoxypyridin-3-yl)ethan-1-one oxime